ClC1=CC(=C(OC=2N=NC(=CC2C(=O)NC2=CC(=CC=C2)S(=O)(=O)C)C(F)(F)F)C=C1)OC 3-(4-chloro-2-methoxyphenoxy)-N-(3-(methylsulfonyl)phenyl)-6-(trifluoromethyl)pyridazine-4-carboxamide